N=1SC=C2C1NC1=CC=CC=C21 8H-[1,2]thiazolo[3,4-b]indole